((2s,4r)-4-methyl-2-phenylpiperidin-1-yl)but-2-yn-1-one C[C@H]1C[C@H](N(CC1)C(C#CC)=O)C1=CC=CC=C1